4-[5-[(3-aminooxetan-3-yl)methyl]pyridin-2-yl]-3-(2-methyl-5-pyrrolidin-1-ylpyrazol-3-yl)oxybenzonitrile NC1(COC1)CC=1C=CC(=NC1)C1=C(C=C(C#N)C=C1)OC=1N(N=C(C1)N1CCCC1)C